FC1(N(CCC1)F)C(=O)O difluoropyrrolidine-2-carboxylic acid